3-methyl-6-(m-tolyl)-1-(pyridazin-3-ylmethyl)imidazo[4,5-b]Pyridine CN1CN(C=2C1=NC=C(C2)C=2C=C(C=CC2)C)CC=2N=NC=CC2